(E)-6-((7-chloro-2,3-dihydro-1H-pyrrolo[1,2-b]indazol-8-yl)imino)-3-((1-cyclopropyl-1H-1,2,4-triazol-3-yl)methyl)-1-(2,4,5-trifluorobenzyl)-1,3,5-triazine-2,4-dione ClC=1C(=CC2=C3N(N=C2C1)CCC3)\N=C\3/NC(N(C(N3CC3=C(C=C(C(=C3)F)F)F)=O)CC3=NN(C=N3)C3CC3)=O